NC1=C(C=C2C(=N1)C(C=1C(=CC=CC1O2)Cl)=O)OC2=CC=C(C=C2)N2CCN(CC2)CC2CCN(CC2)C2=CC(=C1CN(C(C1=C2)=O)C2C(NC(CC2)=O)=O)OC 3-(6-(4-((4-(4-((2-amino-9-chloro-10-oxo-10H-chromeno[3,2-b]pyridin-3-yl)oxy)phenyl)piperazin-1-yl)methyl)piperidin-1-yl)-4-methoxy-1-oxoisoindolin-2-yl)piperidine-2,6-dione